N[C@@H]1CC[C@H](CC1)NC(=O)C12CC3(CC(CC(C1)C3)(C2)C2=CC=CC=C2)CO trans-N-(4-aminocyclohexyl)-3-(hydroxymethyl)-5-phenyladamantane-1-carboxamide